2-[(2-cyano-3,3-dimethylcyclopropyl)methyl]-2-methyl-1,3-dioxolane C(#N)C1C(C1(C)C)CC1(OCCO1)C